N=1N=CN2C=NC(=CC21)OC2=C(C=C(C=C2)NC2=NC=NC1=CC=C(C=C21)NC(CCl)=O)C N-(4-((4-([1,2,4]triazolo[4,3-c]pyrimidin-7-yloxy)-3-methylphenyl)amino)quinazolin-6-yl)-2-chloroacetamide